C(CCC)OC1=C(C=CC=C1)Cl 4-butoxy-3-chlorobenzene